C(C)OC(=O)C=1C(=C(C=C(C1)O)CN(CC1=C(C(=CC(=C1)O)C(=O)OCC)O)CC1=C(C(=CC(=C1)O)C(=O)OCC)O)O tris(3-ethoxycarbonyl-2,5-dihydroxyphenylmethyl)amine